(2R,4S)-4-benzyl-N-((S)-1-((5-chloro-2-(1H-tetrazol-1-yl)benzyl)amino)-1-oxopropan-2-yl)pyrrolidine-2-carboxamide hydrochloride Cl.C(C1=CC=CC=C1)[C@H]1C[C@@H](NC1)C(=O)N[C@H](C(=O)NCC1=C(C=CC(=C1)Cl)N1N=NN=C1)C